F[C@H]1C[C@H](N2N=C(N=C21)S[C@@H]2[C@@H](C2)C(=O)OCC)C2=CC=CC=C2 cis-ethyl 2-(((5S,7S)-7-fluoro-5-phenyl-6,7-dihydro-5H-pyrrolo[1,2-b][1,2,4]triazol-2-yl)thio)cyclopropanecarboxylate